C(C)(C)(C)[Li] t-butyl-lithium